C(C)C=1C(NC=2C=C(C=NC2C1)CN1CCN(CC1)C=1C=CC(=NC1)C(=O)NCCCCCCCNC(C1=CC=C(C=C1)C1CCN(CC1)C(=O)C1=CC=CC2=C(C=CC=C12)C(F)(F)F)=O)=O 5-(4-((7-ethyl-6-oxo-5,6-dihydro-1,5-naphthyridin-3-yl)methyl)piperazin-1-yl)-N-(7-(4-(1-(5-(trifluoromethyl)-1-naphthoyl)piperidin-4-yl)benzamido)heptyl)picolinamide